C(#N)C1=C(C=C2C=C(N(C2=C1)C1CCC1)N1CCC(CC1)NC(OC(C)(C)C)=O)F tert-butyl (1-(6-cyano-1-cyclobutyl-5-fluoro-1H-indol-2-yl)piperidin-4-yl)carbamate